COC=1C=C(C=CC1OC)C1=CC=NC=2N1N=C(C2)C(=O)NC2=C(C=C(C=C2)C(=O)N2CCC(CC2)N2CCOCC2)F 7-(3,4-dimethoxyphenyl)-N-(2-fluoro-4-(4-morpholinopiperidine-1-carbonyl)phenyl)pyrazolo[1,5-a]pyrimidine-2-carboxamide